CN(CCN(C1=C(C=C(C(=C1)OC)NC1=NC=NC(=C1)N1OCC[C@@H]1C1=CC(=CC=C1)OCC1=CC(=CC=C1)F)NC(C=C)=O)C)C (R)-N-(2-((2-(dimethylamino)-ethyl)(methyl)-amino)-5-((6-(3-(3-((3-fluorobenzyl)oxy)phenyl)-isoxazolidin-2-yl)-pyrimidin-4-yl)-amino)-4-meth-oxyphenyl)acryl-amide